Nickel Pyridinimine N1C(C=CC=C1)=N.[Ni]